C(C)(C)(C)N(C(O)=O)C1CC(C1)CO.OC1=CC=C(C(=O)N)C=C1 p-hydroxybenzamide tert-butyl-((1r,3r)-3-(hydroxymethyl)cyclobutyl)carbamate